O1C(=CC2=C1C=CC=C2)C(N2CCN(CC2)C2=NC=C(C=C2Cl)C(F)(F)F)C2=NN=NN2CCCC 1-(benzofuran-2-yl(1-butyl-1H-tetrazol-5-yl)methyl)-4-(3-chloro-5-(trifluoromethyl)pyridin-2-yl)piperazine